N,N-dimethyl-allyl-ammonium chloride [Cl-].C[NH+](C)CC=C